CC1([C@]2(C(C[C@H]1CC2)=O)CS(=O)(=O)NS(=O)(=O)C)C 1-((1r,4r)-7,7-dimethyl-2-oxobicyclo[2.2.1]heptane-1-yl)-N-(methylsulfonyl)methanesulfonamide